N-(1-(4-methoxyphenyl)-2-oxo-2-((4-(trimethylsilyl)phenyl)amino)ethyl)-N-methyl-1H-pyrrolo[2,3-b]pyridine-5-carboxamide COC1=CC=C(C=C1)C(C(NC1=CC=C(C=C1)[Si](C)(C)C)=O)N(C(=O)C=1C=C2C(=NC1)NC=C2)C